N-(2,3-dihydro-1,4-benzoxazin-4-yl)-4-morpholino-8-(2,3,6-trifluoro-4-pyridyl)quinoline-3-carboxamide O1CCN(C2=C1C=CC=C2)NC(=O)C=2C=NC1=C(C=CC=C1C2N2CCOCC2)C2=C(C(=NC(=C2)F)F)F